[(2R,5aR,6S,7R,8aS)-6-({[dimethyl(2-methyl-2-propanyl)silyl]oxy}methyl)-7-(tetrahydro-2H-pyran-2-yloxy)-3,5a,6,7,8,8a-hexahydro-2H-cyclopenta[b]oxepin-2-yl]methanol C[Si](OC[C@H]1[C@@H](C[C@@H]2O[C@H](CC=C[C@@H]21)CO)OC2OCCCC2)(C(C)(C)C)C